iron carboxyethylsilanetriol C(=O)(O)CC[Si](O)(O)O.[Fe]